(R)-(3-amino-2-hydroxypropyl)phosphinic acid NC[C@H](CP(O)=O)O